C[C@@H](C=C)N (S)-but-3-en-2-amine